3-(6-bromobenzo[d][1,3]dioxol-5-yl)acrylic acid BrC=1C(=CC2=C(OCO2)C1)C=CC(=O)O